O=CC(=O)OCCCC butyl oxoacetate